C(=O)[O-].C(C)OC([C@H](CC(C)C)NC(=O)OC[N+]1=CC(=CC=C1)C(NCCO[N+](=O)[O-])=O)=O (S)-1-((((1-Ethoxy-4-methyl-1-oxopentan-2-yl)carbamoyl)oxy)methyl)-3-((2-(nitrooxy)ethyl)carbamoyl)pyridin-1-ium formate